COC1=CC=C(CN(S(=O)(=O)[C@@H](C=O)CCC=C)CC2=CC=C(C=C2)OC)C=C1 (2R)-N,N-BIS(4-METHOXYBENZYL)-1-OXO-5-HEXENE-2-SULFONAMIDE